1-{2-fluoro-6-hydroxy-4-[(4-methoxyphenyl)methoxy]phenyl}ethan-1-one FC1=C(C(=CC(=C1)OCC1=CC=C(C=C1)OC)O)C(C)=O